1-(4-fluorophenyl)-2,4-dimethyl-6-oxo-1,6-dihydropyrimidine-5-carboxylic acid methyl ester COC(=O)C1=C(N=C(N(C1=O)C1=CC=C(C=C1)F)C)C